COC=1C=C(C=CC1C=1C=NNC1)N1CC2(CC1)CCNCC2 2-(3-methoxy-4-(1H-pyrazol-4-yl)phenyl)-2,8-diazaspiro[4.5]Decane